ClC1=CC=C(C=N1)CN1N=C2N(CCCC2)C1=O (5RS)-2-[(6-Chloropyridin-3-yl)methyl]-3-oxo-2,3,5,6,7,8-hexahydro[1,2,4]triazolo[4,3-a]pyridin